(S)-2-azido-3-(3-indolyl)propanoic acid cyclohexylammonium salt C1(CCCCC1)[NH3+].N(=[N+]=[N-])[C@H](C(=O)[O-])CC1=CNC2=CC=CC=C12